CC(C)C1OB(C=2C1CC=CC2)O 3-(propan-2-yl)-3,4-dihydro-1H-2,1-benzoxaborole-1-ol